5-(6-(6-methylpyridin-2-yl)-2,3-dihydro-1H-imidazo[1,2-a]imidazol-5-yl)benzo[c][1,2,5]oxadiazoleN CC1=CC=CC(=N1)C=1N=C2N(CCN2)C1C1=CC2=C(NON2)C=C1